NC1=CC=C2C(C=C(N(C2=C1)C)C(F)(F)F)=O 7-amino-1-methyl-2-(trifluoromethyl)-1,4-dihydroquinolin-4-one